(Z)-trimethyl-(2-(m-tolyl)-2-(2-(trimethylsilyl)phenyl)vinyl)silane C[Si](\C=C(/C1=C(C=CC=C1)[Si](C)(C)C)\C=1C=C(C=CC1)C)(C)C